5-[4-(1H-pyrazol-4-yl)-1H-imidazol-1-yl][1,3]thiazolo[5,4-d][1,3]thiazol-2-amine N1N=CC(=C1)C=1N=CN(C1)C=1SC2=C(N1)SC(=N2)N